hexanoic acid (2,5-dioxopyrrolidin-1-yl) ester O=C1N(C(CC1)=O)OC(CCCCC)=O